BrC=1C=C(N(C2=CC=C(C=C2)C(C)(C)C)C2=CC=C(C=C2)C(C)(C)C)C=CC1 3-bromo-N,N-bis[4-(1,1-dimethylethyl)phenyl]aniline